harmine-L(+)-tartaric acid C1(C[C@]([C@H](C(=O)O)O)(O)C(=O)O)=NC=CC=2C3=CC=C(OC)C=C3NC12